BrC1=CC=C(C=C1)CSC 1-bromo-4-(methylsulfanylmethyl)benzene